FC1=C(C=C(C=C1)F)C1=CC=C2CCC(C2=C1)NC(O[C@@H]1CN2CCC1CC2)=O (S)-quinuclidin-3-yl (6-(2,5-difluorophenyl)-2,3-dihydro-1H-inden-1-yl)carbamat